4-chlorophenyl-(4-(2-hydroxyethoxy)phenyl)methanone ClC1=CC=C(C=C1)C(=O)C1=CC=C(C=C1)OCCO